C(C)(=O)O[C@@H](C(=O)OCC)CC1=C(C=CC(=C1)O[Si](C)(C)C(C)(C)C)OCC1=NC(=NC=C1)C1=C(C=CC=C1)C#N (R)-ethyl 2-acetoxy-3-(5-((tert-butyldimethylsilyl)oxy)-2-((2-(2-cyanophenyl)pyrimidin-4-yl)methoxy)phenyl)propanoate